C1(CC1)CN1C[C@@H]2[C@H](C1)CC(C2)C2=CC=C(CN1C=CC3=CC(=CC=C13)N1N=C(C=C1C)C(=O)N)C=C2 1-(1-(4-((3ar,5r,6as)-2-(cyclopropylmethyl)octahydrocyclopenta[c]pyrrol-5-yl)benzyl)-1H-indol-5-yl)-5-methyl-1H-pyrazole-3-carboxamide